C(C)OC(=O)C=1C(NC2=CC=C(N=C2C1O)Br)=O 6-bromo-4-hydroxy-2-oxo-1,2-dihydro-1,5-naphthyridine-3-carboxylic acid ethyl ester